C(C)C1=C(C(=O)N)C=CC(=C1)C1=NC=CC(=C1)F 2-ethyl-4-(4-fluoropyridin-2-yl)benzamide